7-fluoro-3-(3-(4-(3-fluorophenyl)-3,6-dihydropyridin-1(2H)-yl)-3-oxopropyl)-5-methylisoquinolin-1(2H)-one FC1=CC(=C2C=C(NC(C2=C1)=O)CCC(=O)N1CCC(=CC1)C1=CC(=CC=C1)F)C